N1C=CCC12CCCCC2 1-azaspiro[4.5]dec-2-ene